1,25-diiodo-12-pentacosene ICCCCCCCCCCCC=CCCCCCCCCCCCCI